2-(methylamino)ethan-1-one hydrochloride Cl.CNCC=O